FC=1C=C(C=C(C1)OC)C=1N=CC=NC1 5-(3-fluoro-5-methoxyphenyl)pyrazine